[Sn].[Fe].[Pt] platinum iron tin